C(C)(C)(C)N(C(O)=O)[C@H](CC1=CC(=NO1)C)CC(C)C.OC1CCN(CC1)C1=NC=CC(=C1)C=1C=C(C=C(C1)C)NC(C=CC1=CC=CC=C1)=O N-(3-(2-(4-hydroxypiperidin-1-yl)pyridin-4-yl)-5-methylphenyl)cinnamamide tert-butyl-(S)-(4-methyl-1-(3-methylisoxazol-5-yl)pentan-2-yl)carbamate